N-[5-(2,2-difluoroethyl)-4-methoxypyrimidin-2-yl]-6-propyl-1H-indole-3-sulfonamide FC(CC=1C(=NC(=NC1)NS(=O)(=O)C1=CNC2=CC(=CC=C12)CCC)OC)F